(6S)-6-(1-(8-(cyclopropylmethyl)-8-azabicyclo[3.2.1]oct-3-yl)piperidin-4-yl)-2-(4-(methylsulfonyl)phenyl)-5,6,7,8-tetrahydroimidazo[1,2-a]pyridine C1(CC1)CN1C2CC(CC1CC2)N2CCC(CC2)[C@@H]2CCC=1N(C2)C=C(N1)C1=CC=C(C=C1)S(=O)(=O)C